S1C=CC2=NC=CC(=C21)C(=O)N thieno[3,2-b]pyridine-7-carboxamide